1,2-bis(stearoyl-oxy)-3-trimethylammoniopropane chloride [Cl-].C(CCCCCCCCCCCCCCCCC)(=O)OCC(C[N+](C)(C)C)OC(CCCCCCCCCCCCCCCCC)=O